CC(CC1=NC2=CC(=CC=C2C(=C1C(=O)NCC1=CC(=CC=C1)F)C)C(F)(F)F)(C)C 2-(2,2-dimethyl-propyl)-N-[(3-fluorophenyl)-methyl]-4-methyl-7-(trifluoromethyl)-quinoline-3-carboxylic acid amide